methyl 2-(5-bromo-2-oxo-4-(trifluoromethyl)pyrimidin-1(2H)-yl)-4-methylpentanoate BrC=1C(=NC(N(C1)C(C(=O)OC)CC(C)C)=O)C(F)(F)F